4-(bis(4-methoxybenzyl)amino)-1-(3-methyl-4-(pyrrolidin-1-ylmethyl)benzyl)-1,3-dihydro-2H-Imidazo[4,5-c]quinolin-2-one COC1=CC=C(CN(C2=NC=3C=CC=CC3C3=C2NC(N3CC3=CC(=C(C=C3)CN3CCCC3)C)=O)CC3=CC=C(C=C3)OC)C=C1